C1CC12CCN(CC2)C=2C=C(C=CC2N2C=NC(=C2)C2=NC(=NC(=C2)OC)N2CCC(CC2)(F)F)NS(=O)(=O)CCO N-(3-{6-azaspiro[2.5]octane-6-yl}-4-{4-[2-(4,4-difluoropiperidin-1-yl)-6-Methoxypyrimidin-4-yl]-1H-imidazol-1-yl}phenyl)-2-hydroxyethane-1-sulfonamide